3-(tetrahydrofuran-2-yl)propanamide methyl-2-[(5-bromo-2,2-difluoro-1,3-benzodioxol-4-yl)amino]pyridine-3-carboxylate COC(=O)C=1C(=NC=CC1)NC1=C(C=CC=2OC(OC21)(F)F)Br.O2C(CCC2)CCC(=O)N